4,4'-bis(diethyl-amino)benzophenone C(C)N(C1=CC=C(C(=O)C2=CC=C(C=C2)N(CC)CC)C=C1)CC